C[Si](O[Si](O[Si](C)(C)CCCOCCN)(C)C)(C)CCCOCCN 2,2'-(((1,1,3,3,5,5-hexamethyltrisiloxane-1,5-diyl)bis(propane-3,1-diyl))bis(oxy))diethanamine